(R)-6-(4-Hydroxybenzo[b]thiophene-5-yl)-3-((1-methylpiperidin-3-yl)amino)-1,2,4-triazine-5-carboxylic acid OC1=C(C=CC=2SC=CC21)C2=C(N=C(N=N2)N[C@H]2CN(CCC2)C)C(=O)O